4-(5-(difluoromethyl)-1,2,4-oxadiazol-3-yl)benzoic acid FC(C1=NC(=NO1)C1=CC=C(C(=O)O)C=C1)F